COC(CC(=O)C=1SC=C(C1)C1=CN(C2=CC(=CC=C12)F)C(=O)OC(C)(C)C)=O 3-(4-(1-Boc-6-fluoro-1H-indol-3-yl)thiophen-2-yl)-3-oxopropanoic acid methyl ester